N1(CCN(CCN(CCNCC1)CC(=O)O)CC(=O)O)CC(=O)O 1,4,7,10-tetraazacyclododecane-1,4,7-trisacetic acid